C(CCCCC)C(C(=O)OCCCCCCN(CCC1OC1)CCCCCCOC(C(CCCCCCCC)CCCCCC)=O)CCCCCCCC 6-[6-(2-hexyldecanoyloxy)hexyl-[2-(oxiran-2-yl)ethyl]amino]hexyl 2-hexyldecanoate